2-[2-[3-(Diethylamino)phenyl]-1-piperidyl]-2-oxo-acetamide C(C)N(C=1C=C(C=CC1)C1N(CCCC1)C(C(=O)N)=O)CC